F[C@@H]1C(NC(C[C@@H]1N1CCC2=C1N=NC(=C2)C2=CC1=C(N(C(=N1)C)C)C=C2O)(C)C)(C)C 5-{7-[(3S,4S)-3-fluoro-2,2,6,6-tetramethylpiperidin-4-yl]-6,7-dihydro-5H-pyrrolo[2,3-c]pyridazin-3-yl}-1,2-dimethyl-1H-benzimidazol-6-ol